N1(CCOCC1)C1=CC(=NC=C1)C(=O)O 4-(N-morpholinyl)picolinic acid